NC1C2C(OC1)C(CO2)N 3,6-diamino-hexahydrofuro[3,2-b]furan